C(CCCCCCC)C(COCCOCCO)O n-octyl-triethylene glycol